1-[(2-cyclopropyl-3,4-dihydro-1H-isoquinolin-6-yl)methyl]-N-({6-[3-(difluoromethyl)-1,2,4-triazol-1-yl]-2-fluoro-3-methoxyphenyl}methyl)-3-(methoxymethyl)pyrazole-4-carboxamide C1(CC1)N1CC2=CC=C(C=C2CC1)CN1N=C(C(=C1)C(=O)NCC1=C(C(=CC=C1N1N=C(N=C1)C(F)F)OC)F)COC